NC1=C(C(=O)NC2CCCCC2)C=C(C=N1)C1=CC=C(C=C1)C(=O)N1CCN(CC1)C 2-amino-N-cyclohexyl-5-(4-(4-methylpiperazine-1-carbonyl)phenyl)nicotinamide